N1CCC2C1=CC=CN2 tetrahydropyrrolo-pyridine